5-(thiophen-2-yl)-isoxazole-3-carboxamide S1C(=CC=C1)C1=CC(=NO1)C(=O)N